4-(4-cyano-3-hydroxy-7-o-tolyl-quinolin-2-yl)-4-oxo-butyric acid ethyl ester C(C)OC(CCC(=O)C1=NC2=CC(=CC=C2C(=C1O)C#N)C1=C(C=CC=C1)C)=O